3-(((4-(4-(tert-butyl)phenyl)-1H-indazol-3-yl)amino)methyl)benzoic acid C(C)(C)(C)C1=CC=C(C=C1)C1=C2C(=NNC2=CC=C1)NCC=1C=C(C(=O)O)C=CC1